di(t-amyl-peroxy)cyclohexane C(C)(C)(CC)OOC1(CCCCC1)OOC(C)(C)CC